N1(C=CC=2C1=NC=CC2)CC2CCC1(CN(C1)C(=O)C1CC(C1)(C)O)CC2 (7-((1H-Pyrrolo[2,3-b]pyridin-1-yl)methyl)-2-azaspiro[3.5]nonan-2-yl)((1s,3s)-3-hydroxy-3-methylcyclobutyl)methanon